N-methyl-1-(1-methylisoquinolin-4-yl)ethan-1-amine CNC(C)C1=CN=C(C2=CC=CC=C12)C